[(3R)-1-tert-butoxycarbonyl-3-methyl-pyrrolidin-3-yl]-4-[3-[2-(cyclopropoxy)-3-pyridyl]pyrazolo[1,5-a]pyrimidin-5-yl]piperazine-1-carboxylate C(C)(C)(C)OC(=O)N1C[C@](CC1)(C)OC(=O)N1CCN(CC1)C1=NC=2N(C=C1)N=CC2C=2C(=NC=CC2)OC2CC2